tert-butyl 4-{7-fluoroimidazo[1,2-a]pyridin-3-yl}-7-({5-[4-(2-hydroxyethoxy)piperidin-1-yl]pyridin-2-yl}amino)-1-oxo-3H-isoindole-2-carboxylate FC1=CC=2N(C=C1)C(=CN2)C2=C1CN(C(C1=C(C=C2)NC2=NC=C(C=C2)N2CCC(CC2)OCCO)=O)C(=O)OC(C)(C)C